C(C1=CC=CC=C1)N1OC(CC1C1=CC=CC=C1)CC1=CC=C(C=C1)C=O (E)-2-benzyl-5-p-formyl-benzyl-3-phenyl-isoxazolidine